8-(8-(3-hydroxy-3-methylbut-1-yn-1-yl)-2-(pyridin-4-yl)pyrido[3,4-d]pyrimidin-4-yl)-2,8-diazaspiro[4.5]decane-2-carboxylic acid tert-butyl ester C(C)(C)(C)OC(=O)N1CC2(CC1)CCN(CC2)C=2C1=C(N=C(N2)C2=CC=NC=C2)C(=NC=C1)C#CC(C)(C)O